9-(4-((2-(3-((2-methoxy-4-(methylcarbamoyl)phenyl)amino)prop-1-yn-1-yl)-1-(2,2,2-trifluoroethyl)-1H-indol-4-yl)amino)piperidin-1-yl)nonanoate COC1=C(C=CC(=C1)C(NC)=O)NCC#CC=1N(C2=CC=CC(=C2C1)NC1CCN(CC1)CCCCCCCCC(=O)[O-])CC(F)(F)F